FC1(CC1)C(=O)NCC=1NC2=CC(=C(C=C2C1)F)OCC1=CC(=NO1)C 1-fluoro-N-((5-fluoro-6-((3-methylisoxazol-5-yl)methoxy)-1H-indol-2-yl)methyl)cyclopropane-1-carboxamide